O=C1NC(CCC1NC(=O)C1=C(SC=C1)N(C(OC(C)(C)C)=O)C)=O tert-butyl (3-((2,6-dioxopiperidin-3-yl)carbamoyl)thiophen-2-yl)(methyl)carbamate